tert-butyl N-[(6-cyano-1H-pyrrolo[2,3-b]pyridin-2-yl)methyl]-N-(cyclobutylmethyl)carbamate C(#N)C1=CC=C2C(=N1)NC(=C2)CN(C(OC(C)(C)C)=O)CC2CCC2